ethyl 3-[5-[(1S)-1-[5-[5-[(4,6-difluoro-1H-indol-5-yl)oxy]-2-fluoro-phenyl]-1-methyl-1,2,4-triazol-3-yl]ethyl]-2-thienyl]propanoate FC1=C2C=CNC2=CC(=C1OC=1C=CC(=C(C1)C1=NC(=NN1C)[C@H](C)C1=CC=C(S1)CCC(=O)OCC)F)F